COC(CC=1C=NC=C(C1)C1=CC(=C(C=C1)OC)OCCC)=O 2-(5-(4-methoxy-3-propoxyphenyl)pyridin-3-yl)acetic acid methyl ester